2-((4-(4-benzylpiperazin-1-yl)phenyl)amino)-4-(4-methyl-2-(methylamino)thiazol-5-yl)pyrimidine-5-carbonitrile C(C1=CC=CC=C1)N1CCN(CC1)C1=CC=C(C=C1)NC1=NC=C(C(=N1)C1=C(N=C(S1)NC)C)C#N